1-methyl-4-[[4-(4,4,5,5-tetramethyl-1,3,2-dioxaborolan-2-yl)phenyl]methyl]piperazine CN1CCN(CC1)CC1=CC=C(C=C1)B1OC(C(O1)(C)C)(C)C